(S)-3-(2-amino-3-(benzyloxy)propoxy)propionic acid trifluoroacetate FC(C(=O)O)(F)F.N[C@@H](COCCC(=O)O)COCC1=CC=CC=C1